C(C1=CC=CC=C1)N1CCC2(OCCC3=C2C=CS3)CC1OC 1-benzyl-6-methoxy-6',7'-dihydrospiro[piperidine-4,4'-thieno[3,2-c]pyran]